N1N=NC=C1C1[C@H]2CN(C[C@@H]12)C1=NN=C(O1)C=1C=NC(=NC1)NCC1=CC(=CC(=C1)F)F 5-(5-((1R,5S,6r)-6-(1H-1,2,3-triazol-5-yl)-3-azabicyclo[3.1.0]hexan-3-yl)-1,3,4-oxadiazol-2-yl)-N-(3,5-Difluorobenzyl)pyrimidin-2-amine